4-(1-(4-chlorophenyl)ethyl)-6-methyl-7-oxo-6,7-dihydro-1H-pyrrolo[2,3-c]pyridin-2-carboxylic acid ClC1=CC=C(C=C1)C(C)C=1C2=C(C(N(C1)C)=O)NC(=C2)C(=O)O